C(C=C)(=O)OCCCCCCCCCCC[Si](F)(F)F acryloyloxyundecyltrifluorosilane